CN(C1=C(C(=CC=2N1N=CN2)C)CC2=CC=C(C=C2)S(=O)(C)=N)C (4-((5-(dimethylamino)-7-methyl-[1,2,4]triazolo[1,5-a]pyridin-6-yl)methyl)phenyl)(imino)(methyl)-λ6-sulfanone